FC1=C(CCNC(=O)C2=NC(=CN=C2)C=2C=NC(=CC2)OC)C=CC=C1 N-(2-fluorophenethyl)-6-(6-methoxypyridin-3-yl)pyrazine-2-carboxamide